NC[C@@]1([C@@H]2CCN(C[C@H]12)C1=CN=C2C(=N1)NN=C2C2=C(C1=C(OCC(N1C)=O)C=C2)Cl)C2=C(C=CC=C2)F 6-(6-((1S,6R,7R)-7-(aminomethyl)-7-(2-fluorophenyl)-3-azabicyclo[4.1.0]heptan-3-yl)-1H-pyrazolo[3,4-b]pyrazin-3-yl)-5-chloro-4-methyl-2H-benzo[b][1,4]oxazin-3(4H)-one